N[C@@H](CF)C1=CC=C(C(=O)OCC)C=C1 |r| (±)-Ethyl 4-(1-amino-2-fluoro-ethyl)benzoate